N-(4-amino-2-tetrahydropyran-2-yl-pyrazolo[4,3-c]pyridin-7-yl)-2-oxo-2-[rac-(2R,5R)-4,4-difluoro-5-methyl-2-phenyl-1-piperidyl]acetamide NC1=NC=C(C=2C1=CN(N2)C2OCCCC2)NC(C(N2[C@H](CC([C@@H](C2)C)(F)F)C2=CC=CC=C2)=O)=O |r|